Cl.FC(C=1C=CC(=NC1)O[C@H]1CN(CC1)C1=C(C=C(C=C1)C1=CC=CC=C1)CN)(F)F (R)-(4-(3-(5-(trifluoromethyl)pyridin-2-yloxy)pyrrolidin-1-yl)biphenyl-3-yl)methylamine hydrochloride